3,4,5-triiodobenzoate IC=1C=C(C(=O)[O-])C=C(C1I)I